COC(=O)C1CN(C1)C1=CC(=CC=C1)I 1-(3-iodophenyl)azetidine-3-carboxylic acid methyl ester